1-(2,3-dioxo-4-((1-(pyridin-3-yl)-1H-1,2,3-triazol-4-yl)methyl)-3,4-dihydropyrazin-1(2H)-yl)cyclopropane-1-carbonitrile O=C1N(C=CN(C1=O)CC=1N=NN(C1)C=1C=NC=CC1)C1(CC1)C#N